C1(CC1)NC(C1=C(C=C(C(=C1)N1C=NC(=C1)C=1C=NC=C(C1)NC1CCN(CC1)C)C)F)=O N-cyclopropyl-2-fluoro-4-methyl-5-(4-(5-((1-methylpiperidin-4-yl)amino)pyridin-3-yl)-1H-imidazol-1-yl)benzamide